N-[(6S)-2,4-dimethyl-5-oxo-7,8-dihydro-6H-pyrazolo[1,5-a][1,3]diazepin-6-yl]-6,7-dihydro-5H-pyrrolo[1,2-b][1,2,4]triazole-2-carboxamide CC1=NN2C(N(C([C@H](CC2)NC(=O)C=2N=C3N(N2)CCC3)=O)C)=C1